1-methyl-spiro[indoline-2,4'-piperidine]-3-one CN1C2=CC=CC=C2C(C12CCNCC2)=O